ethyl 5-hydroxy-1H-pyrazole-4-carboxylate OC1=C(C=NN1)C(=O)OCC